7-(3-cyano-2-methylphenyl)-1-methyl-1H-indazole-4-carboxylic acid methyl ester COC(=O)C=1C=2C=NN(C2C(=CC1)C1=C(C(=CC=C1)C#N)C)C